N-(6-azaspiro[3.4]oct-2-ylmethyl)-3-(3-(trifluoromethyl)phenyl)imidazo[1,2-b]pyridazin-6-amine C1C(CC12CNCC2)CNC=2C=CC=1N(N2)C(=CN1)C1=CC(=CC=C1)C(F)(F)F